C(C)(=O)OC1O[C@]([C@H](C1)OCOC)(C#C)CO[Si](C)(C)C(C)(C)C [(4S,5R)-5-[[tert-butyl(dimethyl)silyl]oxymethyl]-5-ethynyl-4-(methoxymethoxy)tetrahydrofuran-2-yl] acetate